O1C2=C(N(CC1)C=1C=NC=3CCN(CC3C1)C(=O)OC(C)(C)C)C=CC=C2 tert-Butyl 3-(2,3-dihydro-4H-benzo[b][1,4]oxazin-4-yl)-7,8-dihydro-1,6-naphthyridine-6(5H)-carboxylate